(2S,3R,5S)-4-[[3-(4-Fluoro-2-methoxy-3-methyl-phenyl)-5-(trifluoromethyl)tetrahydrofuran-2-carbonyl]amino]pyridin-2-carboxamid FC1=C(C(=C(C=C1)[C@@H]1[C@H](O[C@@H](C1)C(F)(F)F)C(=O)NC1=CC(=NC=C1)C(=O)N)OC)C